[K].N=1C=NN2C1CNCC2 5,6,7,8-tetrahydro-[1,2,4]triazolo[1,5-a]pyrazine, potassium salt